methyl-(1r,4r)-4-aminocyclohexanol CC1(CCC(CC1)N)O